ethyl 2,2-difluoropropionate FC(C(=O)OCC)(C)F